n-butyl-tolyltriazole C(CCC)C1=C(N=NN1)C1=C(C=CC=C1)C